(4-((3,4-dichlorobenzyl)oxy)-3-fluoro-5-methylphenyl)methanol ClC=1C=C(COC2=C(C=C(C=C2C)CO)F)C=CC1Cl